C(C)(C)OC(=S)SC(C(=O)C1=CC=CC=C1)SC(=S)OC(C)C 2,2-bis(isopropoxycarbothioylsulfanyl)-1-phenyl-ethanone